ClC1=C(C=CC(=C1)Cl)CN1CCC2(CC1)C(NC1=CC=C(C=C12)C(=O)NC)=O 1'-[(2,4-dichlorophenyl)methyl]-N-methyl-2-oxo-spiro[indoline-3,4'-piperidine]-5-carboxamide